1-methylcyclobutanamine CC1(CCC1)N